C(C)(=O)C1=NNC(C=2N1C1=C(C2)C=CS1)=O 8-acetylthieno[3',2':4,5]pyrrolo[1,2-d][1,2,4]triazin-5(6H)-one